C(C1=CC=CC=C1)OC1=C(C(=CC(=C1)OC)OC)C(C=C)=O (2-(Benzyloxy)-4,6-dimethoxyphenyl)prop-2-en-1-one